5-(2-bromoethyl)benzo[d][1,3]dioxole BrCCC1=CC2=C(OCO2)C=C1